COC(=O)N1[C@H](CCC2=C3C(=CC=C12)N(C(=N3)CCC3=CC=CC=C3)C3CCCCC3)C cis-4-[(7S)-6-(Methoxycarbonyl)-7-methyl-2-(2-phenylethyl)-3H,6H,7H,8H,9H-imidazo[4,5-f]chinolin-3-yl]cyclohexan